N-[(2S)-1-(cyclopropylcarbamoyl)-1-hydroxy-3-[(3S)-2-oxopyrrolidin-3-yl]propan-2-yl]pentanamide C1(CC1)NC(=O)C([C@H](C[C@H]1C(NCC1)=O)NC(CCCC)=O)O